CC=1C=C(C#N)C=CC1OC1=NC=C(C=C1)N1C(NC=2C1=NC=CC2)=O 3-methyl-4-[[5-(2-oxo-1H-imidazo[4,5-b]pyridin-3-yl)-2-pyridyl]oxy]benzonitrile